N-ethyl-3-methoxy-4-{[3-(4-{[(1R,4R)-4-(dimethylamino)cyclohexyl]amino}-1-(2,2,2-trifluoroethyl)-1H-indol-2-yl)prop-2-yn-1-yl]amino}benzamide C(C)NC(C1=CC(=C(C=C1)NCC#CC=1N(C2=CC=CC(=C2C1)NC1CCC(CC1)N(C)C)CC(F)(F)F)OC)=O